C1(CCCC1)[C@](C(=O)N1C2CCC([C@@H]1C(=O)N[C@@H](C[C@@H]1C(NCC1)=O)C(CO)=O)CC2)(C2=CC=CC=C2)O (R)-2-((R)-2-cyclopentyl-2-hydroxy-2-phenylacetyl)-N-((S)-4-hydroxy-3-oxo-1-((R)-2-oxopyrrolidin-3-yl)butan-2-yl)-2-azabicyclo[2.2.2]octane-3-carboxamide